4-[4-[[2-(4-chlorophenyl)azepan-1-yl]methyl]-1-piperidyl]-N-[3-nitro-4-(tetrahydropyran-4-ylmethylamino)phenyl]sulfonyl-2-(1H-pyrrolo[2,3-b]pyridin-5-yloxy)benzamide ClC1=CC=C(C=C1)C1N(CCCCC1)CC1CCN(CC1)C1=CC(=C(C(=O)NS(=O)(=O)C2=CC(=C(C=C2)NCC2CCOCC2)[N+](=O)[O-])C=C1)OC=1C=C2C(=NC1)NC=C2